(S)-1-(2-((S)-3-([1,1'-Biphenyl]-4-yloxy)pyrrolidin-1-yl)acetyl)pyrrolidin-2-carbonitril C1(=CC=C(C=C1)O[C@@H]1CN(CC1)CC(=O)N1[C@@H](CCC1)C#N)C1=CC=CC=C1